4-(1-methyltetrazol-5-yl)cyclohexanecarboxamide CN1N=NN=C1C1CCC(CC1)C(=O)N